2',4,4',6'-tetramethoxychalcone COC1=C(C(/C=C/C2=CC=C(C=C2)OC)=O)C(=CC(=C1)OC)OC